C(C1=CC=CC=C1)OCC1=NN(C(N1CC)=O)C=1C(=CC2=C(N(CN(C2=O)C2=C(C=CC=C2F)Cl)C2CCOCC2)N1)F 7-(3-((benzyloxy)methyl)-4-ethyl-5-oxo-4,5-dihydro-1H-1,2,4-triazol-1-yl)-3-(2-chloro-6-fluorophenyl)-6-fluoro-1-(tetrahydro-2H-pyran-4-yl)-2,3-dihydropyrido[2,3-d]pyrimidin-4(1H)-one